C(C1=CC=CC=C1)OC1C(CC1)N1N=CC(=C1)C(=O)NC1=CC(=CC(=C1)S(=O)(=O)C)Cl 1-(2-(benzyloxy)cyclobutyl)-N-(3-chloro-5-(methylsulfonyl)phenyl)-1H-pyrazole-4-carboxamide